3-[1-({1-[2-(2,6-dioxopiperidin-3-yl)-1-oxo-2,3-dihydro-1H-isoindol-5-yl]piperidin-4-yl}methyl)piperidin-4-yl]-4-oxo-3,4-dihydroquinazolin O=C1NC(CCC1N1C(C2=CC=C(C=C2C1)N1CCC(CC1)CN1CCC(CC1)N1C=NC2=CC=CC=C2C1=O)=O)=O